(5R)-cyano-(3S)-Z-propenylpyrrolidine-1-carboxylic Acid tert-butyl Ester C(C)(C)(C)OC(=O)N1C(CCC1)(\C=C/C)C#N